C(C)OC(=O)CC(CC(=O)OCC)(C(=O)OCC)OC(C)=O.NC=1C=C(C=CC1)C1=CC(=CC(=C1)C1=CC(=CC=C1)N)C1=CC(=CC=C1)N 1,3,5-tri(3-aminophenyl)benzene triethyl-2-acetyloxypropane-1,2,3-tricarboxylate